COC1=CC=C2C=CN=C(C2=C1)NC=1C=CC(=NC1)C(=O)NC1CC2=CC=CC=C2CC1 5-((7-methoxyisoquinolin-1-yl)amino)-N-(1,2,3,4-tetrahydronaphthalen-2-yl)pyridinecarboxamide